C(C(C)(C)C)(=O)O[C@H]1[C@@H](O[C@@H]([C@H]([C@@H]1OC(C(C)(C)C)=O)OC(C(C)(C)C)=O)COC(C(C)(C)C)=O)Br 2,3,4,6-Tetra-O-Pivaloyl-β-D-Glucopyranosyl bromide